COC=1C=C(OC2=NC3=CC=C(C=C3C=C2)Br)C=C(C1)[N+](=O)[O-] (3-methoxy-5-nitrophenoxy)-6-bromoquinoline